C(C)(C)(C)C=1SC(SC1)=S 4-(tert-butyl)-1,3-dithiole-2-thione